CC=1C=C(C=C(C1)C)NC(CSC1=NC=2C=CC=CC2C=2N1C(C(N2)C(C)C)=O)=O N-(3,5-dimethyl-phenyl)-2-(2-isopropyl-3-oxo-2,3-dihydro-imidazo[1,2-c]quinazolin-5-ylsulfanyl)-acetamide